tert-butyl (S)-(1-(4-amino-2-((methylsulfonyl)methyl)phenyl)piperidin-3-yl)carbamate NC1=CC(=C(C=C1)N1C[C@H](CCC1)NC(OC(C)(C)C)=O)CS(=O)(=O)C